1-[4-(3-{5-[(R)-(1,3-Dimethyl-azetidin-3-yl)-hydroxy-(4-isopropyl-phenyl)-methyl]-pyridin-3-yl}-[1,2,4]oxadiazol-5-yl)-piperidin-1-yl]-2-methoxy-ethanone CN1CC(C1)(C)[C@@](C=1C=C(C=NC1)C1=NOC(=N1)C1CCN(CC1)C(COC)=O)(C1=CC=C(C=C1)C(C)C)O